C1(CC1)[C@@](C(F)(F)C1=C(C(=CC=C1)[C@@H](C)NC=1C2=C(N=C(N1)C)C=NC(=C2)P(=O)(C)C)F)(C)O |o1:3| (2R or S)-2-cyclopropyl-1-{3-[(1R)-1-{[6-(dimethylphosphoryl)-2-methylpyrido[3,4-d]pyrimidin-4-yl]amino}ethyl]-2-fluorophenyl}-1,1-difluoropropan-2-ol